2-amino-N-(2-chloro-6-methylphenyl)-5-thiazoleformamide NC=1SC(=CN1)C(=O)NC1=C(C=CC=C1C)Cl